BrC=1C=C(C=CC1)C(CC)O 1-(3-bromophenyl)propan-1-ol